(S)-6-methyl-N-((S)-7-oxo-1-(5-(4-(pyridin-4-yl)phenyl)-1H-imidazol-2-yl)nonyl)-6-azaspiro[2.5]octane-1-carboxamide CN1CCC2(C[C@@H]2C(=O)N[C@@H](CCCCCC(CC)=O)C=2NC(=CN2)C2=CC=C(C=C2)C2=CC=NC=C2)CC1